tert-butyl 3-(7-benzyl-2-chloro-5,6,7,8-tetrahydropyrido[3,4-d]pyrimidin-4-yl)-3,9-diazabicyclo[4.2.1]nonene-9-carboxylate C(C1=CC=CC=C1)N1CC=2N=C(N=C(C2CC1)N1C=C2CCC(CC1)N2C(=O)OC(C)(C)C)Cl